ClC1=CC=C(OC2=CC=C(C=C2)N2C(N(C(NC2=O)=O)C2=CC=CC=C2)=O)C=C1 1-[4-(4-chlorophenoxy)phenyl]-3-phenyl-1,3,5-triazinane-2,4,6-trione